tert-Butyl (S)-3-((6-bromopicolinamido)methyl)piperidine-1-carboxylate BrC1=CC=CC(=N1)C(=O)NC[C@H]1CN(CCC1)C(=O)OC(C)(C)C